C(C)C(CC)NC1=C(C(=C(C=C1[N+](=O)[O-])C)C)[N+](=O)[O-] N-(1-ethyl-propyl)-3,4-dimethyl-2,6-dinitroaniline